iminopyridyl-palladium N=[Pd]C1=NC=CC=C1